NC=1C=C2C(=NNC2=C2C1C(N(C2=O)CC2=CC=C(C=C2)OC)(O)C2=C(C=CC(=C2)F)Cl)C#N 5-amino-6-(2-chloro-5-fluorophenyl)-6-hydroxy-7-[(4-methoxyphenyl)methyl]-8-oxo-1,6,7,8-tetrahydropyrrolo[4,3-g]indazole-3-carbonitrile